isocyanatomethyl-1-methyl-cyclohexane N(=C=O)CC1(CCCCC1)C